(4-(tert-butoxycarbonyl)piperazin-1-yl)-2-fluorobenzoic acid C(C)(C)(C)OC(=O)N1CCN(CC1)C=1C(=C(C(=O)O)C=CC1)F